4,4'-propane-2,2-diylbis[2-(prop-2-en-1-yl)phenol] CC(C)(C1=CC(=C(C=C1)O)CC=C)C1=CC(=C(C=C1)O)CC=C